C1(CC1)S(=O)(=O)NC1=NC=CC(=N1)C(C(=O)NC1=CC=C(C=C1)C=1C=NC=C(C1)C)(C)C 2-(2-(cyclopropanesulfonamido)pyrimidin-4-yl)-2-methyl-N-(4-(5-methylpyridin-3-yl)phenyl)propanamide